(E)-N-(3-(dimethylamino)-2-(7H-pyrrolo[2,3-d]pyrimidin-4-yl)allylidene)-N-methylmethanaminium CN(/C=C(\C=[N+](C)C)/C=1C2=C(N=CN1)NC=C2)C